3-(4-(3-amino-5-chloropyridin-2-yl)-5-(4-chlorophenyl)-2-isobutylpiperazin-1-yl)-3-oxopropanoic acid NC=1C(=NC=C(C1)Cl)N1CC(N(CC1C1=CC=C(C=C1)Cl)C(CC(=O)O)=O)CC(C)C